5,7-diethylquinoline C(C)C1=C2C=CC=NC2=CC(=C1)CC